(rac)-(2s,4s)-2-(1-(3-methyl-4-(trifluoromethoxy)phenyl)-3-azabicyclo[3.1.0]hexane-3-carbonyl)-7-oxa-5-azaspiro[3.4]octan-6-one CC=1C=C(C=CC1OC(F)(F)F)C12CN(CC2C1)C(=O)C1CC2(C1)NC(OC2)=O